BrC1=CC=CN2C(=C(C=C12)C#CC(O)([2H])[2H])CC(F)(F)F 3-(8-Bromo-3-(2,2,2-trifluoroethyl)indolizin-2-yl)prop-2-yn-1,1-d2-1-ol